FC=1C=C(C=C(C1F)F)C(C)=O 1-(3,4,5-trifluorophenyl)ethanone